N-(3-(3-hydroxy-(11,12-methylene)octadecanoyloxy)-octadecanoyl)ornithine OC(CC(=O)OC(CC(=O)N[C@@H](CCCN)C(=O)O)CCCCCCCCCCCCCCC)CCCCCCCC1C(CCCCCC)C1